6-(3,5-difluoro-4-(4-(tetrahydro-2H-pyran-4-yl)piperazin-1-yl)phenyl)-1,4-dimethyl-2-(4-(methylsulfonyl)phenyl)-1H-pyrrolo[3,2-c]pyridine FC=1C=C(C=C(C1N1CCN(CC1)C1CCOCC1)F)C1=CC2=C(C(=N1)C)C=C(N2C)C2=CC=C(C=C2)S(=O)(=O)C